ClC1=CC(=CC(=N1)N=C1S(CCCCCC1)(=O)(C)C)C1=NC=CC=C1F ((6'-chloro-3-fluoro-[2,4'-bipyridyl]-2'-yl)imino)dimethyl-λ6-thiocanone